CC1([C@H](C1)N1C(C(=CC=C1)NC(=O)C=1C(=NC=2N(C1)C=C(N2)C21COC(C2)(C1)C)OC(C)C)=O)C (S)-N-(1-(2,2-dimethylcyclopropyl)-2-oxo-1,2-dihydropyridin-3-yl)-7-isopropoxy-2-(1-methyl-2-oxabicyclo[2.1.1]hex-4-yl)imidazo[1,2-a]pyrimidine-6-carboxamide